FC1=C(C=CC(=C1)F)C(C(F)(F)C1=CC=C(C=N1)OC1=CC=C(C#N)C=C1)(CN1N=NN=C1)O 4-[[6-[2-(2,4-difluorophenyl)-1,1-difluoro-2-hydroxy-3-(tetrazol-1-yl)propyl]-3-pyridyl]oxy]benzonitrile